CC(C(=O)OCC(C)OC(C(=C)C)=O)=C propane-1,2-diyl bis(2-methylacrylate)